OC=1C(C2=CC=CC=C2C(C1)=O)=O 2-Hydroxy-1,4-naphthoquinone